FC1=C(C(=C(C(=C1F)F)F)F)[B-](C1=C(C(=C(C(=C1F)F)F)F)F)(C1=C(C(=C(C(=C1F)F)F)F)F)C1=C(C(=C(C(=C1F)F)F)F)F.C(CCCCCCCCCCC)[NH+](CCCCCCCCCCCC)C1=C(C=CC=C1)C N,N-Didodecyltolylammonium tetrakis(perfluorophenyl)borate